(S)-2-isopropyl-N-methyl-3-oxo-N-(1-phenylethyl)-1,2,3,4-tetrahydroisoquinoline-6-sulfonamide C(C)(C)N1CC2=CC=C(C=C2CC1=O)S(=O)(=O)N([C@@H](C)C1=CC=CC=C1)C